3-(dimethylamino)-1,8-dimethoxy-9,10-diphenylacridinium bromide [Br-].CN(C=1C=C(C2=C(C3=C(C=CC=C3[N+](=C2C1)C1=CC=CC=C1)OC)C1=CC=CC=C1)OC)C